6-(Cyclopropanecarboxamido)-N-ethoxy-4-((2-methoxy-3-(1-methyl-1H-pyrazol-4-yl)phenyl)amino)nicotinamide C1(CC1)C(=O)NC1=NC=C(C(=O)NOCC)C(=C1)NC1=C(C(=CC=C1)C=1C=NN(C1)C)OC